C(CCCC)C=1N(C(NN1)=O)N pentyl-4-amino-1,2,4-triazol-3-one